3-(7-((1-(dimethylglycyl)piperidin-4-yl)amino)-3-(1H-pyrrol-1-yl)benzofuran-2-yl)prop-2-yn CN(CC(=O)N1CCC(CC1)NC1=CC=CC=2C(=C(OC21)C#CC)N2C=CC=C2)C